methyl (R)-4-(2-(4-(6-((4-chloro-2-fluorobenzyl)oxy)pyridin-2-yl)phenyl)acetamido)-3-(((tetrahydrofuran-2-yl)methyl)amino)benzoate ClC1=CC(=C(COC2=CC=CC(=N2)C2=CC=C(C=C2)CC(=O)NC2=C(C=C(C(=O)OC)C=C2)NC[C@@H]2OCCC2)C=C1)F